α-(Boc-amino)isobutyric acid C(=O)(OC(C)(C)C)NC(C(=O)O)(C)C